tetrahydropyrido[2,1-c][1,4]oxazine-9-carboxylate C1OCCN2C1=C(C=CC2)C(=O)[O-]